1-amino-4-phenylamino-2-bromoanthraquinone NC1=C(C=C(C=2C(C3=CC=CC=C3C(C12)=O)=O)NC1=CC=CC=C1)Br